(6-chloronaphthalen-2-yl)boric acid ClC=1C=C2C=CC(=CC2=CC1)OB(O)O